2-amino-6-chloro-7-(cyclopropylmethyl)-7,9-dihydro-8H-purin-8-one NC1=NC(=C2N(C(NC2=N1)=O)CC1CC1)Cl